(S)-1-(chloromethyl)-3-methyl-2,3-dihydro-1H-benzo[e]indol-5-ol ClC[C@@H]1CN(C=2C=C(C3=C(C12)C=CC=C3)O)C